C1(=CC=CC=C1)OS(=O)(=O)CCS(=O)(=O)OC1=CC=CC=C1.[Na].[Na] disodium diphenylethylenedisulfonate